2-{[(2S)-1,4-Dioxolan-2-yl]methyl}-4,8-dimethyl-4,5-dihydro-2H-furo[2,3-g]indazole-7-carboxylic acid ethyl ester C(C)OC(=O)C1=C(C2=C(CC(C3=CN(N=C23)C[C@@H]2OCOC2)C)O1)C